(S)-2-(((benzyloxy)carbonyl)amino)-3-hydroxypropionic acid C(C1=CC=CC=C1)OC(=O)N[C@H](C(=O)O)CO